7-(6-azaspiro[2.5]oct-6-yl)-5-bromoquinoline-8-carboxylic acid C1CC12CCN(CC2)C2=CC(=C1C=CC=NC1=C2C(=O)O)Br